N-hexyl-4-methylpyridine C(CCCCC)N1CC=C(C=C1)C